ClC1=C(C(=NC(=N1)SCCC)NC)N 6-Chloro-N4-methyl-2-(propylsulfanyl)pyrimidine-4,5-diamine